N-(2-methyl-4-(4,4,5,5-tetramethyl-1,3,2-dioxaborolan-2-yl)phenyl)acetamide CC1=C(C=CC(=C1)B1OC(C(O1)(C)C)(C)C)NC(C)=O